tert-butyl (2S,3R)-2-[(3-{[6-(aminomethyl)-3-methylpyridin-2-yl]oxy}-2-fluorophenyl)methyl]-3-[(ethanesulfonyl)amino]-4,4-difluoropyrrolidine-1-carboxylat NCC1=CC=C(C(=N1)OC=1C(=C(C=CC1)C[C@@H]1N(CC([C@@H]1NS(=O)(=O)CC)(F)F)C(=O)OC(C)(C)C)F)C